6-[(2S)-2-aminobutyl]-2-chloro-7-methyl-N-[(1,3-oxazol-2-yl)methyl]thieno[3,2-d]pyrimidin-4-amine dihydrochloride Cl.Cl.N[C@H](CC1=C(C=2N=C(N=C(C2S1)NCC=1OC=CN1)Cl)C)CC